C(C)(C)(C)OOC1CC(CC(C1)C)(COOC(C)(C)C)C 1,1'-bis-(tert-butyl-peroxy)-3,3,5-trimethylcyclohexane